COC(=O)C1=CC=2CCCCC2C(=C1)O 4-hydroxy-5,6,7,8-tetrahydronaphthalene-2-carboxylic acid methyl ester